C(C=C)(=O)NC(CS(=O)(=O)O)(CS(=O)(=O)O)C 2-(N-acryloyl)amino-2-methyl-1,3-propane-disulfonic acid